2-(2',6-diphenyl-[1,1':4',1''-terphenyl]-4-yl)-4,4,5,5-tetramethyl-1,3,2-dioxaborolane C1(=CC=CC=C1)C1=C(C=CC(=C1)C1=CC=CC=C1)C1=CC=C(C=C1C1=CC=CC=C1)B1OC(C(O1)(C)C)(C)C